4-{[9-(cyclohexylmethyl)-13-(4-methylbenzenesulfonyl)-5,9,13-triazaspiro[2.11]tetradecan-5-yl]sulfonyl}-N,N-dimethylanilinium hydrochloride Cl.C1(CCCCC1)CN1CCCN(CC2(CC2)CN(CCC1)S(=O)(=O)C1=CC=C(C=C1)C)S(=O)(=O)C1=CC=C([NH+](C)C)C=C1